phosphorous acid triamide P(N)(N)N